N1(C=NC=C1)C1=NC=CC(=N1)C(=O)NC1=NC=CC=C1 2-(1H-imidazol-1-yl)-N-(pyridin-2-yl)pyrimidine-4-carboxamide